C(C)(C)(C)[Si](O[C@@H](CC(=O)OC)C)(C)C methyl (3R)-3-[tertbutyl(dimethyl)silyl]oxybutanoate